COC(=O)C=1C(N(C2=CC(=CC=C2C1N)C(F)(F)F)C=1C=NNC1)=O 4-Amino-2-oxo-1-(1H-pyrazol-4-yl)-7-(trifluoromethyl)-1,2-dihydroquinoline-3-carboxylic acid methyl ester